BrC=1C=CC(=NC1)/C(/C(=O)OCC)=N/O (Z)-ethyl 2-(5-bromopyridin-2-yl)-2-(hydroxyimino)acetate